2-[N-(2-Methoxyphenyl)formamido]propanoic Acid COC1=C(C=CC=C1)N(C=O)C(C(=O)O)C